D-1-thioglucose S=C[C@H](O)[C@@H](O)[C@H](O)[C@H](O)CO